methyl 9-(1-hydroxyethyl)-2-morpholino-4-oxo-pyrido[1,2-a]Pyrimidine-7-carboxylate OC(C)C1=CC(=CN2C1=NC(=CC2=O)N2CCOCC2)C(=O)OC